NC=1C(=NN(C1)C)C(C)NC1CCN(CC1)C1=C(C=CC=C1C)F [1-(4-Amino-1-methyl-1H-pyrazol-3-yl)-ethyl]-[1-(2-fluoro-6-methyl-phenyl)-piperidin-4-yl]-amine